1-(2-methylphenyl)-1H-pyrrole-2,5-dione CC1=C(C=CC=C1)N1C(C=CC1=O)=O